4-[2-chloro-6-cyano-4-[1-methyl-1-[4-[(2-methylsulfanylpyrimidin-4-yl)methoxy]phenyl]ethyl]phenoxy]-N-[2-(2,6-dioxo-3-piperidyl)-1,3-dioxo-isoindolin-5-yl]-2-methyl-butanamide ClC1=C(OCCC(C(=O)NC=2C=C3C(N(C(C3=CC2)=O)C2C(NC(CC2)=O)=O)=O)C)C(=CC(=C1)C(C)(C1=CC=C(C=C1)OCC1=NC(=NC=C1)SC)C)C#N